CN(CCN(C1=C(C=C(C(=C1)OC)NC1=NC=NC(=N1)NC=1C(=C2C=CNC2=CC1)C(C)(C)O)NC(C=C)=O)C)C N-(2-((2-(dimethylamino)ethyl)(methyl)amino)-5-(4-(4-(2-hydroxypropan-2-yl)-1H-indol-5-ylamino)-1,3,5-triazin-2-ylamino)-4-methoxyphenyl)acrylamide